Indole-6-carboxamide trifluoroacetate FC(C(=O)O)(F)F.N1C=CC2=CC=C(C=C12)C(=O)N